FC1=C(C=C(C=C1)F)C(CF)C=1C=C2C(=NNC2=CC1)NC(C1=C(C=C(C=C1)N1CC(N(CC1)C)C)NC1CCOCC1)=O N-(5-(1-(2,5-difluorophenyl)-2-fluoroethyl)-1H-indazol-3-yl)-4-(3,4-dimethylpiperazin-1-yl)-2-((tetrahydro-2H-pyran-4-yl)amino)benzamide